C(O[C@H]1C[C@H](CC1)C1=NNC(=C1)NC=1C=CC2=C(C(NS2(=O)=O)=O)C1)(OC1=CC=C(C=C1)[N+](=O)[O-])=O (1R,3S)-3-(5-((1,1-dioxido-3-oxo-2,3-dihydrobenzo[d]isothiazol-5-yl)amino)-1H-pyrazol-3-yl)cyclopentyl (4-nitro phenyl) carbonate